(3-hydroxyazetidin-1-yl)(3-(7-hydroxyheptyl)bicyclo[1.1.1]pentan-1-yl)methanone OC1CN(C1)C(=O)C12CC(C1)(C2)CCCCCCCO